OC1=C(C=CC2=C1C(CO2)C)C(C)=O 1-(4-hydroxy-3-methyl-2,3-dihydrobenzofuran-5-yl)ethanone